2-formylmorpholin-4-yl formate C(=O)ON1CC(OCC1)C=O